CN1CCN(CC1)C1=CC=C(C=C1)NC(=O)C=1C(NC=CC1NC=1C=NC=CC1CCC)=O N-(4-(4-Methylpiperazin-1-yl)phenyl)-2-oxo-4-((4-propylpyridin-3-yl)amino)-1,2-dihydropyridine-3-carboxamide